IC(CCCCCC#CCCC)(OC)OC 1-iodo-1,1-dimethoxy-7-undecayne